diethyl-2,4-difluoronitrobenzene C(C)C=1C(=C(C(=C(C1)[N+](=O)[O-])F)CC)F